tert-butyl (4-(6-(6-(2-(diisopropylcarbamoyl)-4-fluorophenoxy)-1,2,4-triazin-5-yl)-2,6-diazaspiro[3.4]octan-2-yl)-5-methylhexyl)(methyl)carbamate C(C)(C)N(C(=O)C1=C(OC2=C(N=CN=N2)N2CC3(CN(C3)C(CCCN(C(OC(C)(C)C)=O)C)C(C)C)CC2)C=CC(=C1)F)C(C)C